chromium-chromium cycloheptane C1CCCCCC1.[Cr].[Cr]